tert-Butyl 4-(5-((4-((4-(acetamidomethyl)piperidin-1-yl)methyl)-6-(3-bromo-5-fluorophenyl)pyridin-2-yl)oxy)pyridin-2-yl)piperazine-1-carboxylate C(C)(=O)NCC1CCN(CC1)CC1=CC(=NC(=C1)C1=CC(=CC(=C1)F)Br)OC=1C=CC(=NC1)N1CCN(CC1)C(=O)OC(C)(C)C